alpha-methyl-ornithine C[C@](N)(CCCN)C(=O)O